BrC1=C(C=C2CN(C(C2=C1)=O)C1C(NC(CC1)=O)=O)CN(C1CCN(CC1)C1=CC=C(C=C1)NC1=NC=C(C(=N1)NCC=1C=NC=CC1)C(F)(F)F)C 3-(((2-((4-(4-(((6-bromo-2-(2,6-dioxopiperidin-3-yl)-1-oxoisoindoline-5-yl)methyl)(methyl)amino)piperidin-1-yl)phenyl)amino)-5-(trifluoromethyl)pyrimidin-4-yl)amino)methyl)pyridine